Cl.OC1CNC1 3-Hydroxyazetidine-Hydrochloride